rel-2-((1S,2S,3R)-3-hydroxy-2-methylcyclohexyl)-N-(imidazo[1,2-b]pyridazin-3-yl)-6-methoxy-2H-indazole-5-carboxamide O[C@H]1[C@H]([C@H](CCC1)N1N=C2C=C(C(=CC2=C1)C(=O)NC1=CN=C2N1N=CC=C2)OC)C |o1:1,2,3|